C(#N)C(C(C1=CN=NC=C1)=O)OCC1CN(CCO1)C(=O)OC(C)(C)C tert-butyl 2-((1-cyano-2-oxo-2-(pyridazin-4-yl)ethoxy)methyl)morpholine-4-carboxylate